C1(CC1)C1=C(C(=NO1)C1=C(C=CC=C1Cl)Cl)CO[C@H]1[C@@H]2CN([C@H](C1)C2)C2=C(C=C(C(=O)NS(=O)(=O)CCCCC)C=C2)F 4-((1S,4S,5R)-5-((5-cyclopropyl-3-(2,6-dichlorophenyl)isoxazol-4-yl)methoxy)-2-azabicyclo[2.2.1]heptan-2-yl)-3-fluoro-N-(pentylsulfonyl)benzamide